C(C)C1=NN(C2=C1C(NCC1(CCOCC1)C2)=O)C[C@H](COC(C2=CC=C(C=C2)C)=O)C 4-Methylbenzoic acid [(2R)-3-(3-ethyl-4-oxo-spiro[6,8-dihydro-5H-pyrazolo[4,3-c]azepin-7,4'-tetrahydropyran]-1-yl)-2-methyl-propyl] ester